C(#N)N1[C@H]2[C@@H](C[C@@H]1CC2)NC(C2=CC(=CC=C2)COC2=CC(=CC=C2)F)=O N-((1R,2R,4S)-7-cyano-7-azabicyclo[2.2.1]heptan-2-yl)-3-((3-fluorophenoxy)methyl)benzamide